BrC1=CC(=C(C=C1)OC([2H])([2H])[2H])F 4-bromo-2-fluoro-1-(methoxy-d3)-benzene